ClC1=CC=C2C(=CNC2=C1)S(=O)(=O)NC=1C(=NC(=C(C1)F)OC)F 6-Chloro-N-(2,5-difluoro-6-methoxypyridin-3-yl)-1H-indole-3-sulfonamide